1-Methyl-3-{1H-pyrrolo[2,3-b]pyridin-2-yl}-1H-pyrazolo[3,4-d]pyrimidin-4-amine CN1N=C(C=2C1=NC=NC2N)C2=CC=1C(=NC=CC1)N2